[Cl-].ClCC(C[N+](C)(C)C)O N-(3-chloro-2-hydroxypropyl)trimethylammonium chloride